(2R,4R)-2-(cyanomethyl)-4-hydroxypyrrolidine-1-carboxylic acid tert-butyl ester C(C)(C)(C)OC(=O)N1[C@@H](C[C@H](C1)O)CC#N